(R)-3-methyl-4-(4-(6-methylpyridin-3-yl)-7-(1H-pyrazol-5-yl)imidazo[1,5-b]pyridazin-2-yl)morpholine 4-chlorophenyl-(3'S,5'S)-5'-fluoro-2-methyl-6-oxo[1,3'-bipiperidine]-1'-carboxylate ClC1=CC=C(C=C1)OC(=O)N1C[C@H](C[C@@H](C1)F)N1C(CCCC1=O)C.C[C@H]1N(CCOC1)C=1C=C(C=2N(N1)C(=NC2)C2=CC=NN2)C=2C=NC(=CC2)C